N-[2-(3,6-dichloropyridazin-4-yl)phenyl]acetamide ClC=1N=NC(=CC1C1=C(C=CC=C1)NC(C)=O)Cl